C1=CC=CC=2C3=CC=CC=C3C(C12)COC(=O)N(C1(CCCC1)C(=O)O)C 1-[9H-fluoren-9-ylmethoxycarbonyl-(methyl)amino]cyclopentane-carboxylic acid